OCCOC(C=C)=O.[Na].C(C=C)(=O)NC(CS(=O)(=O)O)(C)C 2-acrylamido-2-methylpropanesulfonic acid sodium hydroxyethyl-acrylate